ClC1=C(C(=CC=C1)Cl)C1=CC2=C(N=C(N=C2)SC)N=C1NCCO 2-((6-(2,6-dichlorophenyl)-2-(methylthio)pyrido[2,3-d]pyrimidin-7-yl)amino)ethan-1-ol